4-(2-chloro-1-methylethyl)morpholine hydrochloride Cl.ClCC(C)N1CCOCC1